thiomorpholinyl Sulfone N1(CCSCC1)S(=O)(=O)N1CCSCC1